ClC=1C=C(SC1)C=1N=C(SC1N1CCN(CC1)C1CCCCC1)N 4-(4-chlorothien-2-yl)-5-(4-cyclohexylpiperazin-1-yl)thiazol-2-amine